(S)-4-(5-(5-fluoro-2-methoxypyridin-4-yl)-1H-pyrazole-3-carbonyl)-N-((S)-1-(hydroxymethyl)-3-methyl-2-oxabicyclo[2.1.1]hexan-4-yl)-4-azaspiro[2.5]octane-7-carboxamide FC=1C(=CC(=NC1)OC)C1=CC(=NN1)C(=O)N1C2(CC2)C[C@H](CC1)C(=O)NC12[C@@H](OC(C1)(C2)CO)C